(4-fluorobicyclo[2.2.1]heptan-1-yl)((2S,5S)-9-(pyrimidin-5-ylethynyl)-2,3-dihydro-2,5-methanopyrido[3,4-f][1,4]oxazepin-4(5H)-yl)methanone FC12CCC(CC1)(C2)C(=O)N2C[C@H]1OC3=C([C@@H]2C1)C=NC=C3C#CC=3C=NC=NC3